5-bromo-1-methyl-3-(5-methylisoxazol-3-ylamino)pyridin-2(1H)-one BrC=1C=C(C(N(C1)C)=O)NC1=NOC(=C1)C